2-(8,8-difluoro-2-(2-propenoyl)-2,6-diazaspiro[3.4]octan-6-yl)-8-fluoro-4-(5-methyl-1H-indazol-4-yl)-3-quinolinecarbonitrile FC1(CN(CC12CN(C2)C(C=C)=O)C2=NC1=C(C=CC=C1C(=C2C#N)C2=C1C=NNC1=CC=C2C)F)F